3,3,3-trifluoroacetone FC(C(C)=O)(F)F